tert-butyl 2-iodo-6,7-dihydrooxazolo[4,5-c]pyridine-5(4H)-carboxylate IC=1OC2=C(CN(CC2)C(=O)OC(C)(C)C)N1